CC(C[C@@H](C(=O)N1[C@H](CCC2=CC=CC=C12)C)N1C(C2=CC=CC=C2C1=O)=O)C 2-((S)-4-Methyl-1-((S)-2-methyl-3,4-dihydroquinolin-1(2H)-yl)-1-oxopentan-2-yl)isoindoline-1,3-dione